[3-(4-cyclopropyl-2-fluoro-phenoxy)azetidin-1-yl]-[6-[5-(1-hydroxycyclopropyl)-4H-1,2,4-triazol-3-yl]-2-azaspiro[3.3]heptan-2-yl]methanone C1(CC1)C1=CC(=C(OC2CN(C2)C(=O)N2CC3(C2)CC(C3)C3=NN=C(N3)C3(CC3)O)C=C1)F